3,4-difluoro-5-butoxyphenol FC=1C=C(C=C(C1F)OCCCC)O